bis(2-ethoxyethyl)adipate C(C)OCCOC(CCCCC(=O)OCCOCC)=O